ClC(C=CCC1[13C](CCC1)=O)C 2-(4-chloropent-2-en-1-yl)cyclopentan-1-one-13C